CC1=CC=C(C=C1)CC(=O)NC1=CC(=C(C=C1)N1N=NC(=C1)C(F)(F)F)S(N)(=O)=O 2-(4-methylphenyl)-N-{3-sulfamoyl-4-[4-(trifluoromethyl)-1H-1,2,3-triazol-1-yl]phenyl}acetamide